tert-Butyl 4-[5-[6-[[2-chloro-6-[3-[2-[1-(trifluoromethyl)cyclopropyl]ethoxy] pyrazol-1-yl]pyridine-3-carbonyl]sulfamoyl]-3-pyridyl]pentyl]-2,2-dimethyl-pyrrolidine-1-carboxylate ClC1=NC(=CC=C1C(=O)NS(=O)(=O)C1=CC=C(C=N1)CCCCCC1CC(N(C1)C(=O)OC(C)(C)C)(C)C)N1N=C(C=C1)OCCC1(CC1)C(F)(F)F